ClC=1C(=NC=C(C1)Cl)OC1CCC2(C(NC3=CC=C(C=C23)C=2NS(ON2)=O)=O)CC1 cis-4-[(3,5-dichloro-2-pyridyl)oxy]-5'-(2-oxo-3H-1,2,3,5-oxathiadiazol-4-yl)spiro[cyclohexane-1,3'-indoline]-2'-one